octanoyl-morpholin C(CCCCCCC)(=O)N1CCOCC1